Sodium tButoxide CC(C)(C)[O-].[Na+]